2-(2-fluorophenyl)propionic acid FC1=C(C=CC=C1)C(C(=O)O)C